3-cyano-4-(3-hydroxy-2,6-dimethylphenyl)-1,2-dimethyl-pyrrolo[2,3-b]pyridine-6-carboxamide C(#N)C1=C(N(C2=NC(=CC(=C21)C2=C(C(=CC=C2C)O)C)C(=O)N)C)C